COC1=CC=C(C=C1)C(OCCCSSC1=NC=C(C=C1)[N+](=O)[O-])(C1=CC=CC=C1)C1=CC=C(C=C1)OC 2-((3-(Bis(4-methoxyphenyl)(phenyl)methoxy)propyl)disulfanyl)-5-nitropyridine